ClC1=C(CN2N=CC(=C2)C2=C3C(=NC=C2)NC=C3)C(=CC=C1)Cl 4-[1-(2,6-dichlorobenzyl)-1H-pyrazol-4-yl]-1H-pyrrolo[2,3-b]pyridine